(2S,4r)-1-[(2S)-3,3-dimethyl-2-(4-quinoxalin-2-yl-triazol-1-yl)butyryl]-4-hydroxy-N-methyl-pyrrolidine-2-carboxamide CC([C@@H](C(=O)N1[C@@H](C[C@H](C1)O)C(=O)NC)N1N=NC(=C1)C1=NC2=CC=CC=C2N=C1)(C)C